1-(5-chloro-3-methyl-pyridin-2-yl)-4-(3-chloro-4-fluorobenzyl)-3-(oxetan-3-yl)piperazine-2,5-dione ClC=1C=C(C(=NC1)N1C(C(N(C(C1)=O)CC1=CC(=C(C=C1)F)Cl)C1COC1)=O)C